((3-aminophenyl)amino)naphthalene-1,4-dione NC=1C=C(C=CC1)NC=1C(C2=CC=CC=C2C(C1)=O)=O